OC1=C(C=C(C=C1C(C)(C)C)C)N1N=C2C(=N1)C=CC=C2Cl 2-(2-hydroxy-3-t-butyl-5-methylphenyl)-chlorobenzotriazole